BrC1=CC(=CS1)C(=O)OC methyl 5-bromothiophene-3-carboxylate